NC=1C=C(C(=NC1)C=1C=NN(C1)C)S(=O)(=O)N=CN(C)C 5-amino-N-[(dimethylamino)methylidene]-2-(1-methyl-1H-pyrazol-4-yl)pyridine-3-sulfonamide